(S)-3-(3-bromophenyl)-3-hydroxy-1-methylpyrrolidin-2-one BrC=1C=C(C=CC1)[C@@]1(C(N(CC1)C)=O)O